OCCNC1=C(C=C(C=C1)N(CCO)CCO)[N+](=O)[O-] 1-(2-hydroxy-ethyl)amino-2-nitro-4-[di(2-hydroxyethyl)amino]benzene